ClC=1C=C2N=CC(=NC2=CC1[N+](=O)[O-])C(F)(F)F 6-chloro-7-nitro-2-(trifluoromethyl)quinoxaline